1-isopropyl-3-methyl-5-(2-propoxy-3-pyridinyl)-N-(1H-pyrazol-4-ylmethyl)pyrazolo[4,3-b]pyridin-7-amine C(C)(C)N1N=C(C2=NC(=CC(=C21)NCC=2C=NNC2)C=2C(=NC=CC2)OCCC)C